C[C@H]1NC(OC1)=O (4R)-4-methyl-oxazolidin-2-one